2,2'-Methylenbis[4-(1,1,3,3-tetra-methylbutyl)-6-benzotriazol-2-ylphenol] C(C1=C(C(=CC(=C1)C(CC(C)(C)C)(C)C)N1N=C2C(=N1)C=CC=C2)O)C2=C(C(=CC(=C2)C(CC(C)(C)C)(C)C)N2N=C1C(=N2)C=CC=C1)O